4-(3-iodo-1H-indazol-6-yl)-N-methylpyrimidin-2-amine IC1=NNC2=CC(=CC=C12)C1=NC(=NC=C1)NC